3-Ethynyl-3-methylpyrrolidine-1-carboxylic acid tert-butyl ester C(C)(C)(C)OC(=O)N1CC(CC1)(C)C#C